acryloyloxyethyl-methyl-dimethoxysilane C(C=C)(=O)OCC[Si](OC)(OC)C